CC(C=C)(CCC=C(C)C)OCC=CC1=CC=C(C=C1)OC 1-(3-(3,7-Dimethyloct-1,6-dien-3-yloxy)prop-1-enyl)-4-methoxybenzene